3-(5-amino-8-bromo-2-(2-bromo-6-fluorobenzyl)-[1,2,4]triazolo[1,5-c]pyrimidin-7-yl)benzonitrile NC1=NC(=C(C=2N1N=C(N2)CC2=C(C=CC=C2F)Br)Br)C=2C=C(C#N)C=CC2